NC1=CC=C(C=C1)S(=O)(=O)NC(=N)N para-aminobenzenesulfonyl-guanidine